C(=O)C1C2=CC(=CC=C2C=2C=CC(=CC12)N)N 9-formyl-2,7-diaminofluorene